C(CCCCCCCC(CC)O)O 1,9-undecanediol